N-(3-chlorophenyl)acetamide ClC=1C=C(C=CC1)NC(C)=O